tetrahydrophthalic acid amide C(C1C(C(=O)O)CCC=C1)(=O)N